ClC=1C=C(C(=O)N2CC=3C(=NN4C3C(N(C[C@H]4C(=O)NC)[C@H](C)C=4C=NC(=NC4)C(F)(F)F)=O)C[C@H]2C)C=CC1Cl (3R,7S)-2-(3,4-Dichlorobenzoyl)-N,3-dimethyl-10-oxo-9-((R)-1-(2-(trifluoromethyl)pyrimidin-5-yl)ethyl)-1,2,3,4,7,8,9,10-octahydropyrido[4',3':3,4]pyrazolo[1,5-a]pyrazine-7-carboxamide